7-[1-[4-[1-methyl-4-(trifluoromethyl)imidazol-2-yl]phenyl]cyclopropyl]-5H-pyrrolo[3,2-d]pyrimidine CN1C(=NC(=C1)C(F)(F)F)C1=CC=C(C=C1)C1(CC1)C1=CNC2=C1N=CN=C2